ClCC=1C=NC=C(C#N)C1 5-chloromethyl-nicotinonitrile